NC1=C(C=C(C=N1)C1=CC=C(C=C1)C(=O)N1CCC(CC1)N1CCCC1)OC(C)C1=C(C(=CC=C1)F)C(F)(F)F (4-{6-amino-5-[1-(3-fluoro-2-trifluoromethyl-phenyl)-ethoxy]-pyridin-3-yl}-phenyl)-(4-pyrrolidin-1-yl-piperidin-1-yl)-methanone